2-(5-(2-(3,3-dimethylazetidin-1-yl)ethyl)-2-oxo-4-(trifluoromethyl)pyridin-1(2H)-yl)-4-methylpentanoic acid CC1(CN(C1)CCC=1C(=CC(N(C1)C(C(=O)O)CC(C)C)=O)C(F)(F)F)C